(R)-5-(2-{[1-(2,2-difluoroethyl)-1H-pyrazol-4-yl]sulfonyl}-2H,4H,5H,6H-pyrrolo[3,4-c]pyrazole-5-carbonyl)-9-fluoro-2,3,4,5-tetrahydro-1,4-benzoxazepin-3-one FC(CN1N=CC(=C1)S(=O)(=O)N1N=C2C(=C1)CN(C2)C(=O)[C@@H]2NC(COC1=C2C=CC=C1F)=O)F